FC1(CCN(CC1)C=1OC2=C(C=C(C=C2C(C1C)=O)F)C(C)O)F 2-(4,4-difluoro-1-piperidyl)-6-fluoro-8-(1-hydroxyethyl)-3-methyl-chromen-4-one